FC(C(=O)O)(F)F.NC1=NC=NN2C1=NC=C2C=2C=C(C=CC2C)S(=O)(=O)NC21CCC(C2)(C1)C#N 3-(4-Aminoimidazo[2,1-f][1,2,4]triazin-7-yl)-N-(4-cyanobicyclo[2.1.1]hexan-1-yl)-4-methylbenzenesulfonamide, Trifluoroacetate Salt